N-(4-(4-amino-7-cyano-1-methyl-3-(4-((4-methylpyrimidin-2-yl)oxy)phenyl)-1H-pyrrolo[3,2-c]pyridin-2-yl)-3-(trifluoromethyl)phenyl)methacrylamide NC1=NC=C(C2=C1C(=C(N2C)C2=C(C=C(C=C2)NC(C(=C)C)=O)C(F)(F)F)C2=CC=C(C=C2)OC2=NC=CC(=N2)C)C#N